C(C)(SCC=1C=NC=C(C1)Cl)=O S-((5-chloropyridin-3-yl) methyl) ethanethioate